4-(2-(2-(2-cyclopropylphenyl)pyrrolidine-1-yl)-7-azaspiro[3.5]Nonan-7-yl)benzoic acid C1(CC1)C1=C(C=CC=C1)C1N(CCC1)C1CC2(C1)CCN(CC2)C2=CC=C(C(=O)O)C=C2